C(C)C1=C(C=CC(=C1)O)N=C(N)C1=C(C=2N(N=C1)C=C(C2)C2=C(C=CC=C2)SC)N[C@@H]2COCC2 N'-(2-ethyl-4-hydroxy-phenyl)-6-(2-methylsulfanylphenyl)-4-[[(3S)-tetrahydrofuran-3-yl]amino]pyrrolo[1,2-b]pyridazine-3-carboxamidine